N-(1,1-dioxido-3,4,5,6-tetrahydro-2H-benzo[g][1,2,6]thiadiazocin-9-yl)-2-(4-fluoro-5-methyl-6-oxopyridazin-1(6H)-yl)propanamide O=S1(NCCCNC2=C1C=C(C=C2)NC(C(C)N2N=CC(=C(C2=O)C)F)=O)=O